tert-butyl 4-[4-(8-cyano-5-quinolyl)-4,7,10-triazatricyclo[7.4.0.02,7]trideca-1(9),10,12-trien-11-yl]piperazine-1-carboxylate C(#N)C=1C=CC(=C2C=CC=NC12)N1CC2C=3C=CC(=NC3CN2CC1)N1CCN(CC1)C(=O)OC(C)(C)C